5-(2-ethoxy-3-pyridinyl)-1-isopropyl-3-methyl-N-([1,2,4]triazolo[1,5-a]pyridin-5-ylmethyl)pyrazolo[4,3-b]pyridin-7-amine C(C)OC1=NC=CC=C1C1=CC(=C2C(=N1)C(=NN2C(C)C)C)NCC2=CC=CC=1N2N=CN1